C1[C@H]([C@@H]([C@H](OC1O)COP(=O)([O-])[O-])O)O The molecule is an organophosphate oxoanion resulting from the deprotonation of the phosphate OH groups of 2-deoxy-D-glucopyranose 6-phosphate; major species at pH 7.3. It is a conjugate base of a 2-deoxy-D-glucopyranose 6-phosphate.